5,10,15,20-tetra(4-aminophenyl)-21H,23H-porphyrin NC1=CC=C(C=C1)C=1C2=CC=C(N2)C(=C2C=CC(C(=C3C=CC(=C(C=4C=CC1N4)C4=CC=C(C=C4)N)N3)C3=CC=C(C=C3)N)=N2)C2=CC=C(C=C2)N